2-(2-chloro-3'-(7-cyano-5-(((R)-3-hydroxypyrrolidin-1-yl)methyl)benzo[d]oxazol-2-yl)-2'-methylbiphenyl-3-ylcarbamoyl)-1-methyl-6,7-dihydro-1H-imidazo[4,5-c]pyridin ClC1=C(C=CC=C1NC(=O)C=1N(C2=C(C=NCC2)N1)C)C1=C(C(=CC=C1)C=1OC2=C(N1)C=C(C=C2C#N)CN2C[C@@H](CC2)O)C